[C@H](C)(CC)[C@@H]1N=C(C2=C(N(C1=O)CC(=O)NS(=O)(=O)C(C)(C)C)C=CC(=C2)Cl)C2=CC=CC=C2 2-((S)-3-((S)-sec-butyl)-7-chloro-2-oxo-5-phenyl-2,3-dihydro-1H-benzo[e][1,4]diazepin-1-yl)-N-(tert-butylsulfonyl)acetamide